BrC1=CC(=C(C(=O)NC[C@H]2COCC2)C=C1)C (S)-4-bromo-2-methyl-N-((tetrahydrofuran-3-yl)methyl)benzamide